2-oxoethyl oxalate C(C(=O)[O-])(=O)OCC=O